tert-butyl 1-((2-methylallyl)oxy)cyclopropane-1-carboxylate CC(COC1(CC1)C(=O)OC(C)(C)C)=C